BrC1=CC(=C2CN(C(C2=C1)=O)C1=CC(=CC=C1)C1(CC(C1)(F)F)CC1=NN=CN1C)C(F)(F)F 6-bromo-2-(3-(3,3-difluoro-1-((4-methyl-4H-1,2,4-triazol-3-yl)methyl)cyclobutyl)phenyl)-4-(trifluoromethyl)-isoindolin-1-one